BrC1=C(C=C(C=C1)C1C(C(CCC1)C(NC1=C(C=C(C=C1)C(F)(F)F)F)=O)C(=O)O)C#N 2-(4-bromo-3-cyanophenyl)-6-((2-fluoro-4-(trifluoromethyl)phenyl)carbamoyl)cyclohexane-1-carboxylic acid